FC1=C(N=CC2=C1N=C(N=C2N([C@H]2CN(CC2)C(=O)OC(C)(C)C)C)OCC21CCCN1CCC2)C2=CC=CC1=CC=CC(=C21)F tert-butyl (R)-3-((8-fluoro-7-(8-fluoronaphthalen-1-yl)-2-((tetrahydro-1H-pyrrolizin-7a(5H)-yl)methoxy)pyrido[4,3-d]pyrimidin-4-yl)(methyl)amino)pyrrolidine-1-carboxylate